C1(=CC=CC=C1)C#CC=1C=C2C(C(=O)OC2=O)=CC1 (dl)-4-phenylethynyl-phthalic anhydride